4-(hexadecylthio)-2-methoxybutan-1-ol C(CCCCCCCCCCCCCCC)SCCC(CO)OC